OCC(CO)(CO)NC 2-hydroxymethyl-2-methylaminopropane-1,3-diol